methyl 2-(3-tert-butyl-2-hydroxy-5-methoxyphenyl)-2H-benzotriazole-5-carboxylate C(C)(C)(C)C=1C(=C(C=C(C1)OC)N1N=C2C(=N1)C=CC(=C2)C(=O)OC)O